P(O)(O)O.P(O)(O)O.C(CCCCCCCCCCCCCCCCC)C(O)(C(CO)(CO)CO)CCCCCCCCCCCCCCCCCC bis(octadecyl)pentaerythritol bisphosphite